ClC1=CC(=C(C=C1)N1N=NC(=C1C(=O)OC)C)F methyl 3-(4-chloro-2-fluoro-phenyl)-5-methyl-triazole-4-carboxylate